C=1NC(=C2C=CC=CC12)C=O isoindole-3-carbaldehyde